(R)-4-((5-(5-fluoro-6-hydroxypyridin-2-yl)-1,3,4-thiadiazol-2-yl)methyl)-6-(1-phenylethyl)-4,6-diazaspiro[2.4]heptane-5,7-dione FC=1C=CC(=NC1O)C1=NN=C(S1)CN1C2(CC2)C(N(C1=O)[C@H](C)C1=CC=CC=C1)=O